5-(5-amino-1,2,4-thiadiazol-3-yl)-N-((6-(tert-butyl)-3-methoxypyridin-2-yl)sulfonyl)-2-naphthamide NC1=NC(=NS1)C1=C2C=CC(=CC2=CC=C1)C(=O)NS(=O)(=O)C1=NC(=CC=C1OC)C(C)(C)C